C=C1C[C@H]2[C@@H]3CCC[C@@]3(C)CC[C@@H]2[C@]2(C=CCC=C12)C 6-methyleneandrostane-1,4-diene